tris(dimethylamino)methyl-tin (IV) CN(C)C(N(C)C)(N(C)C)[Sn+3]